6-amino-4-(1-cyclopropylethylamino)-1-methyl-quinolin-2-one NC=1C=C2C(=CC(N(C2=CC1)C)=O)NC(C)C1CC1